((1R,5S,6S)-3-(2-((2S,3R)-3-hydroxy-2-methylazetidin-1-yl)-6-(trifluoromethyl)Pyrimidin-4-yl)-3-azabicyclo[3.1.0]Hexane-6-yl)methanesulfinic acid sodium salt [Na+].O[C@H]1[C@@H](N(C1)C1=NC(=CC(=N1)N1C[C@H]2C([C@H]2C1)CS(=O)[O-])C(F)(F)F)C